butylcyclopentadienyl-(1-allylindenyl)zirconium dichloride [Cl-].[Cl-].C(CCC)[Zr+2](C=1C(C2=CC=CC=C2C1)CC=C)C1C=CC=C1